FC1=C(C(=CC(=C1)O)F)N1N=C(C=C1)C=1C=CC(=C(C1)CNC([O-])=O)C [[5-[1-(2,6-difluoro-4-hydroxyphenyl)-1H-pyrazol-3-yl]-2-methylphenyl]methyl]carbamate